FC1=C(C#N)C=C(C=C1)C(C1=CC=CC=C1)O 2-fluoro-5-(hydroxy(phenyl)methyl)benzonitrile